3-Methoxy-N-[8-(quinolin-4-ylamino)octyl]benzamide COC=1C=C(C(=O)NCCCCCCCCNC2=CC=NC3=CC=CC=C23)C=CC1